C1(=CCCCC1)C(C)=O 1-(cyclohex-1-en-1-yl)ethanone